1-bromo-2-(bromomethyl)-4-chlorobenzene BrC1=C(C=C(C=C1)Cl)CBr